N=1N(N=CC1)C1=C(C=C(C=N1)NC(=O)[C@H]1CC(C2=C1C=NC=1N2N=C(C1)Cl)(C)C)C(F)(F)F (S)-N-(6-(2H-1,2,3-triazol-2-yl)-5-(trifluoromethyl)pyridin-3-yl)-2-chloro-8,8-dimethyl-7,8-dihydro-6H-cyclopenta[e]pyrazolo[1,5-a]pyrimidine-6-carboxamide